OCC(CO)(CO)\N=C\C=1C=C(C=CC1O)S(=O)(=O)[O-].[Na+] sodium (E)-3-(((1,3-dihydroxyl-2-(hydroxymethyl) propan-2-yl) imino) methyl)-4-hydroxybenzenesulfonate